COC(CCCC(=C)ON1CC=C(C=C1)C)=O 1-((6-Methoxy-6-oxohex-1-en-2-yl)oxy)-4-methylpyridin